N-(6-ethoxybenzo[d]thiazol-2-yl)acetamide C(C)OC1=CC2=C(N=C(S2)NC(C)=O)C=C1